3-(1-benzyl-1H-pyrazol-4-yl)-6-{8-[(5,6-difluoro-1,3-benzothiazol-2-yl)carbamoyl]-3,4-dihydroisoquinolin-2(1H)-yl}pyridine-2-carboxylic acid C(C1=CC=CC=C1)N1N=CC(=C1)C=1C(=NC(=CC1)N1CC2=C(C=CC=C2CC1)C(NC=1SC2=C(N1)C=C(C(=C2)F)F)=O)C(=O)O